N-(4-((2',4'-difluoro-4-methoxy-[1,1'-biphenyl]-3-yl)amino)-7-(4,4-difluoro-piperidin-1-yl)quinazolin-6-yl)acrylamide FC1=C(C=CC(=C1)F)C1=CC(=C(C=C1)OC)NC1=NC=NC2=CC(=C(C=C12)NC(C=C)=O)N1CCC(CC1)(F)F